O(C#N)C1=C(C=C(C=C1)CC=C)OC 1-cyanato-2-Methoxy-4-allylbenzene